1-Benzyl 5-(tert-butyl) (((S)-1-(benzyloxy)-4-methyl-1-oxopentan-2-yl)carbamoyl)-L-glutamate C(C1=CC=CC=C1)OC([C@H](CC(C)C)NC(=O)N[C@@H](CCC(=O)OC(C)(C)C)C(=O)OCC1=CC=CC=C1)=O